NC1=CC=C(CCNC2=NC=CC=3C2=NC=CN3)C=C1 N-(4-Aminophenethyl)pyrido[3,4-b]Pyrazin-5-amine